C(CCCCCCCP(O)(O)=O)P(O)(O)=O 1,8-octylenediphosphonic acid